(+/-)-(2-{4-[(3-chloro-1H-pyrrolo[2,3-b]pyridin-4-yl)oxy]-3,5-difluoroanilino}-5,6-dihydro-4H-1,3-thiazin-5-yl)methanol ClC1=CNC2=NC=CC(=C21)OC2=C(C=C(NC=1SC[C@H](CN1)CO)C=C2F)F |r|